NC=1C2=C(N=CN1)N(C(=C2C2=CC=C(C=C2)OC2=NC(=CC=C2)C)C#CC2[C@@H]1CN(C[C@H]21)C(C=C)=O)C 1-[(1R,5S,6S)-6-[2-(4-amino-7-methyl-5-[4-[(6-methylpyridin-2-yl)oxy]phenyl]-7H-pyrrolo[2,3-d]pyrimidin-6-yl)ethynyl]-3-azabicyclo[3.1.0]hexan-3-yl]prop-2-en-1-one